(3-(3-chloropropoxy)-2-methylphenyl)boronic acid ClCCCOC=1C(=C(C=CC1)B(O)O)C